(R)-2-methyl-5-(methyl(1-methylpiperidin-4-yl)amino)-N-(1-(naphthalen-1-yl)ethyl)benzamide tert-butyl-((1R,2S)-2-(3-chlorophenyl)-1-(4-chlorophenyl)-2-hydroxyethyl)carbamate C(C)(C)(C)N(C(O)=O)[C@@H]([C@@H](O)C1=CC(=CC=C1)Cl)C1=CC=C(C=C1)Cl.CC1=C(C(=O)N[C@H](C)C2=CC=CC3=CC=CC=C23)C=C(C=C1)N(C1CCN(CC1)C)C